FC1=C(C(=CC=C1)F)C1=NN(C=C1C1=NC=NC2=CC(=C(C=C12)NC(=O)[C@@]12CN(C[C@H]2C1)C)OC)C (1S,5S)-N-(4-(3-(2,6-difluorophenyl)-1-methyl-1H-pyrazol-4-yl)-7-methoxyquinazolin-6-yl)-3-methyl-3-azabicyclo[3.1.0]hexane-1-carboxamide